C(C=C)(=O)N1[C@H]([C@@H](OCC1)C=1C=C(N(C(C1)Cl)C)C1=CC=NC(=C1F)OC)C 4-((2S,3S)-4-acryloyl-3-methylmorpholin-2-yl)-6-chloro-5'-fluoro-6'-methoxy-N-methyl-[2,4'-bipyridine]